ClC1=NC=CC(=C1Cl)SC1=CN=CC(N1)=O 6-((2,3-dichloropyridin-4-yl)thio)pyrazin-2(1H)-one